N[C@H]1CC=CC[C@@H]1C1=C(C=2N=C(N=C(C2S1)NCC1=CC=CC=C1)Cl)Cl 6-((1S,6S)-6-aminocyclohex-3-en-1-yl)-N-benzyl-2,7-dichlorothieno[3,2-d]pyrimidin-4-amine